2-(4-fluoro-2-methyl-5-nitrophenyl)-4,4,5,5-tetramethyl-1,3,2-dioxaborolane FC1=CC(=C(C=C1[N+](=O)[O-])B1OC(C(O1)(C)C)(C)C)C